3-(5-(((1s,2r,3s,4r)-3-(3-ethoxyazetidin-1-yl)bicyclo[2.2.1]hept-2-yl)oxy)-1-oxoisoindolin-2-yl)piperidine-2,6-dione C(C)OC1CN(C1)[C@@H]1[C@@H]([C@H]2CC[C@@H]1C2)OC=2C=C1CN(C(C1=CC2)=O)C2C(NC(CC2)=O)=O